arachidyl vaccenate C(CCCCCCCCC\C=C\CCCCCC)(=O)OCCCCCCCCCCCCCCCCCCCC